FCC(=O)N(C[C@H]1C(NCC1)=O)NC(=O)[C@H](CC(C)C)NC(=O)C=1NC2=CC=CC=C2C1 N-[(1S)-1-[[(2-fluoroacetyl)-[[(3S)-2-oxo-pyrrolidin-3-yl]methyl]amino]carbamoyl]-3-methyl-butyl]-1H-indole-2-carboxamide